C(CCC)N1CC(CC1)C(=O)N[C@@H]([C@H](O)C1=CC2=C(OCCO2)C=C1)CN1CCCC1 1-butyl-N-((1R,2R)-1-(2,3-dihydrobenzo[b][1,4]dioxin-6-yl)-1-hydroxy-3-(pyrrolidin-1-yl)propan-2-yl)pyrrolidine-3-carboxamide